NC1=NC=C(C2=C1C(=C(S2)C2=C(C=C(C=C2)NC(C=CC)=O)CF)C2=CC=C(C=C2)OC2=NC=CC(=N2)C)C(=O)N 4-amino-2-(2-(fluoromethyl)-4-methylacrylamidophenyl)-3-(4-((4-methylpyrimidin-2-yl)oxy)phenyl)thieno[3,2-c]pyridine-7-carboxamide